FC(C=1C(=NC=C(C1)C1=C2C(=NC=C1)CCC2)OC[C@](CC(C)C)(N)C)F (S)-1-((3-(difluoromethyl)-5-(6,7-dihydro-5H-cyclopenta[b]pyridin-4-yl)pyridin-2-yl)oxy)-2,4-dimethylpentan-2-amine